4-(cyclopropylmethyl)-5-methyl-1H-pyrazol-3-amine C1(CC1)CC=1C(=NNC1C)N